(R)-2-(1-(3-chloro-5-fluorophenyl)-1H-pyrazol-4-yl)-N-(3-cyclopropyl-1H-pyrazol-5-yl)propanamide ClC=1C=C(C=C(C1)F)N1N=CC(=C1)[C@H](C(=O)NC1=CC(=NN1)C1CC1)C